CC1=C2C=NC(NC2=CC=C1OCCN1CCOCC1)=O 5-methyl-6-(2-morpholinoethoxy)-2-oxo-1,2-dihydroquinazolin